7-bromo-n-Heptanol BrCCCCCCCO